(s)-N-(1-(7-(Dipropylamino)quinolin-5-yl)cyclopropyl)-2-methyl-5-((1-methylazetidin-2-yl)methoxy)benzamide C(CC)N(C1=CC(=C2C=CC=NC2=C1)C1(CC1)NC(C1=C(C=CC(=C1)OC[C@H]1N(CC1)C)C)=O)CCC